COC=1C(=NC(=NC1)C=1C=CC=C2C=CN(C12)C)NCC1=CC=C(C=C1)C=1N(C=C(N1)C(F)(F)F)C 5-Methoxy-2-(1-methyl-1H-indol-7-yl)-N-(4-(1-methyl-4-(trifluoromethyl)-1H-imidazol-2-yl)benzyl)pyrimidin-4-amine